tert-butyl N-(2-{[2-(2,6-dioxopiperidin-3-yl)-1-oxo-2,3-dihydro-1H-isoindol-4-yl]amino}ethyl)carbamate O=C1NC(CCC1N1C(C2=CC=CC(=C2C1)NCCNC(OC(C)(C)C)=O)=O)=O